C(C)C=1N(C=CN1)[Si](C)(C)C 2-ethyl-1-(trimethylsilyl)-1H-imidazole